(S)-((4-Nitrophenoxy)(phenoxy)phosphoryl)-L-alanine 2-methoxypropyl ester COC(COC([C@@H](NP(=O)(OC1=CC=CC=C1)OC1=CC=C(C=C1)[N+](=O)[O-])C)=O)C